Cl.OC=1C=C(C=CC1B1OC(C(O1)(C)C)(C)C)N1C=NC(=C1)C#N 1-(3-hydroxy-4-(4,4,5,5-tetramethyl-1,3,2-dioxaborolan-2-yl)phenyl)-1H-imidazole-4-carbonitrile HCl